(R)-N-(8,9-difluoro-6-oxo-1,4,5,6-tetrahydro-2H-pyrano[3,4-c]isoquinolin-1-yl)-N-methyl-6-oxo-5-(trifluoromethyl)-1,6-dihydropyridine-3-carboxamide FC=1C(=CC=2C3=C(NC(C2C1)=O)COC[C@@H]3N(C(=O)C3=CNC(C(=C3)C(F)(F)F)=O)C)F